4-[3-chloro-4-(difluoromethoxy)-2-fluoro-anilino]-6-[(3S)-1-prop-2-enoylpyrrolidin-3-yl]oxy-1,5-naphthyridine-3-carbonitrile ClC=1C(=C(NC2=C(C=NC3=CC=C(N=C23)O[C@@H]2CN(CC2)C(C=C)=O)C#N)C=CC1OC(F)F)F